CN(CCC1=CNC2=CC=C(C=C12)C=CC(=O)NCC1=CC=C(C=C1)OC)C 3-[3-(2-Dimethylaminoethyl)-1H-indol-5-yl]-N-(4-methoxybenzyl)acrylamide